FC=1C=CC=C2CC=C(C12)C1=CN=CN1 5-(7-fluoro-3H-indenyl)-1H-imidazole